methyl ((1-((3-((5-ethyl-2-((2-methoxypyridin-4-yl)methoxy)phenyl)sulfonamido)-4-methoxybenzo[d]isoxazol-6-yl)methyl)-1H-pyrazol-4-yl)methyl)carbamate C(C)C=1C=CC(=C(C1)S(=O)(=O)NC1=NOC2=C1C(=CC(=C2)CN2N=CC(=C2)CNC(OC)=O)OC)OCC2=CC(=NC=C2)OC